C(C)(C)(C)N(C1=CC(=C(C(=C1)Cl)OCCCl)Cl)C1=CC=C(C=C1)O[Si](C)(C)C(C)(C)C N-tert-butyl-N-[4-[tert-butyl-(dimethyl)silyl]oxyphenyl]-3,5-dichloro-4-(2-chloroethoxy)aniline